C1=NC=CC2=CC(=CC=C12)/C=C/C(=O)C1=CC=CC=C1 (E)-3-(isoquinolin-6-yl)-1-phenylpropan-2-en-1-one